tert-butyl 6-(1-((5-(hydrazinecarbonyl)pyridin-2-yl)methyl)-1H-1,2,3-triazol-4-yl)-3,4-dihydroisoquinolin-2(1H)-carboxylate N(N)C(=O)C=1C=CC(=NC1)CN1N=NC(=C1)C=1C=C2CCN(CC2=CC1)C(=O)OC(C)(C)C